FC1(C(C1)C(=O)O)F 2,2-difluorocyclopropylcarboxylic acid